N=1ON=C2C1C=CC=C2COC2=C(CN[C@H](CO)C(=O)O)C=C(C(=C2)OCC=2C(=C(C=CC2)C2=CC=CC=C2)Br)Cl (2-(benzo[c][1,2,5]oxadiazol-4-ylmethoxy)-4-((2-bromo-[1,1'-biphenyl]-3-yl)methoxy)-5-chlorobenzyl)-D-serine